5-t-butyl-1,3-bis(1-methyl-1-methoxyethyl)benzene C(C)(C)(C)C=1C=C(C=C(C1)C(C)(OC)C)C(C)(C)OC